2-[4-[8-[(1R)-1-Aminoethyl]-3,6-dimethyl-4-oxo-chromen-2-yl]pyrazol-1-yl]-2-methyl-propanenitrile N[C@H](C)C=1C=C(C=C2C(C(=C(OC12)C=1C=NN(C1)C(C#N)(C)C)C)=O)C